5-bromo-2-((2,4-dichlorophenoxy)methyl)oxazole BrC1=CN=C(O1)COC1=C(C=C(C=C1)Cl)Cl